2-((3-isopropoxyphenoxy)methyl)quinoline C(C)(C)OC=1C=C(OCC2=NC3=CC=CC=C3C=C2)C=CC1